(R)-4-(cyclopropylmethyl)-1-methyl-N-(1-methylcyclopropyl)-5-oxo-1,2,4,5-tetrahydroimidazo[1,2-a]quinazoline-7-sulfonamide C1(CC1)CN1C=2N(C3=CC=C(C=C3C1=O)S(=O)(=O)NC1(CC1)C)[C@@H](CN2)C